B([O-])([O-])[O-].C(C(=O)OF)(=O)OF.[K+].[K+].[K+] potassium difluoro (oxalate) borate